5-(2,2-difluoropropoxy)-1,3,4-thiadiazol-2-amine FC(COC1=NN=C(S1)N)(C)F